C(C1=CC=CC=C1)(=O)ON1C=COC2=C(C1C1=CC=C(C=C1)Br)C(=NN2C2=CC=CC=C2)C(F)(F)F 5-(benzoyloxy)-4-(4-bromophenyl)-1-phenyl-3-(trifluoromethyl)-4,5-dihydro-1H-pyrazolo[4,3-f][1,4]oxazepin